Methyl 6-(1-acetyl-7-fluoro-1H-indol-6-yl)-4-amino-3-chloro-5-fluoropyridin-2-carboxylat C(C)(=O)N1C=CC2=CC=C(C(=C12)F)C1=C(C(=C(C(=N1)C(=O)OC)Cl)N)F